5-(1,3-Dioxolan-2-yl)-2,2'-bipyridine O1C(OCC1)C=1C=CC(=NC1)C1=NC=CC=C1